C(C)(C)(C)OC(=O)NCC(CC(=O)O)O 4-((tert-butoxycarbonyl)amino)-3-hydroxybutyric acid